NC=1C(=NC=C(C(=O)NCC2=CC=C(C=C2)S(=O)(=O)CC)C1)NC(C)C 5-amino-N-(4-(ethylsulphonyl)benzyl)-6-(isopropylamino)nicotinamide